ClC=1C=CC2=C(C(C[C@@H](O2)C(=O)NC23CC(C2)(C3)C(N[C@@H]3C[C@@H](C3)OC(F)(F)F)=O)=O)C1 (2R)-6-chloro-4-oxo-N-(3-{[cis-3-(trifluoromethoxy)cyclobutyl]carbamoyl}bicyclo[1.1.1]pent-1-yl)-3,4-dihydro-2H-1-benzopyran-2-carboxamide